C(#N)C(C(=O)NC([O-])=O)=NNC1=CC(=C(C(=C1)Cl)OC=1C=C2CCN(C(C2=CC1)=O)CC1=NC=CC=C1)Cl (2-cyano-2-(2-(3,5-dichloro-4-((2-(pyridin-2-ylmethyl)-1-oxo-1,2,3,4-tetrahydroisoquinolin-6-yl)oxy)phenyl)hydrazono)acetyl)carbamate